CC=1N=NN(C1COC=1C=C2CCN(CC2=CN1)C(=O)OC(C)(C)C)C=1C=NC(=CC1)C Tert-butyl 6-{[4-methyl-1-(6-methylpyridin-3-yl)-1H-1,2,3-triazol-5-yl] methoxy}-1,2,3,4-tetrahydro-2,7-naphthyridine-2-carboxylate